3-geranyl-2,4-dihydroxy-6-phenylethylbenzoic acid C(\C=C(/C)\CCC=C(C)C)C=1C(=C(C(=O)O)C(=CC1O)CCC1=CC=CC=C1)O